7-vinyl-6H-chromeno[4,3-b]quinoline-3,9-diol C(=C)C1=C2C(=NC3=CC=C(C=C13)O)C1=CC=C(C=C1OC2)O